[2-(4,4-difluoroazepan-1-yl)-6-(trifluoromethyl)-3-pyridyl]boronic Acid FC1(CCN(CCC1)C1=NC(=CC=C1B(O)O)C(F)(F)F)F